N(=NC(C)(C)N1C=NCC1)C(C)(C)N1C=NCC1 [azobis(dimethylmethylene)]bis(2-imidazoline)